C(C)(=O)N[C@H](C(=O)NCN1C(N(CCC1=O)C=1C=C(C(=O)O)C=CC1OC)=O)CC(=O)OC(C)(C)C (S)-3-(3-((2-acetamido-4-(tert-butoxy)-4-oxobutanamido)methyl)-2,4-dioxotetrahydropyrimidin-1(2H)-yl)-4-Methoxybenzoic acid